C(C)(C)(C)OC(=O)N1C[C@@H](CCC1)C1=CC=C(C=C1)Br (3S)-3-(4-bromophenyl)piperidine-1-carboxylic acid tert-butyl ester